C1(CC1)N(C(=O)C=1C=CC2=C(OCC(N2)=O)C1)CC1=CC=C(C=C1)C(NC1=CC=C(C=C1)C(NCCCCCCOC)=O)=O N-cyclopropyl-N-(4-((4-((6-methoxyhexyl)carbamoyl)phenyl)carbamoyl)benzyl)-3-oxo-3,4-dihydro-2H-benzo[b][1,4]oxazine-7-carboxamide